Anti-urea NC(=O)N